1-(2-(7-oxa-4-azaspiro[2.5]octan-4-yl)ethyl)-N-(4,4-difluorocyclohexyl)-4-hydroxy-2-oxo-1,2-dihydro-1,8-naphthyridine-3-carboxamide C1CC12N(CCOC2)CCN2C(C(=C(C1=CC=CN=C21)O)C(=O)NC2CCC(CC2)(F)F)=O